N-(4-(4-(ethoxymethyl)-4-phenethylpiperidin-1-yl)phenyl)acetamide ethyl-1-bromo-3,4-dichloro-9-oxo-7,8-dihydro-6H-pyrido[1,2-a]indole-8-carboxylate C(C)OC(=O)C1C(C=2N(C3=C(C(=CC(=C3C2)Br)Cl)Cl)CC1)=O.C(C)OCC1(CCN(CC1)C1=CC=C(C=C1)NC(C)=O)CCC1=CC=CC=C1